N-[4-[(E)-3-[4-[2-Hydroxyethyl(methyl)amino]phenyl]prop-2-enoyl]phenyl]morpholine-4-carboxamide OCCN(C1=CC=C(C=C1)/C=C/C(=O)C1=CC=C(C=C1)NC(=O)N1CCOCC1)C